C1=CC=CC=2OC=3C=C(C=C4OC=5C=CC=CC5B(C34)C12)O 5,9-Dioxa-13b-boranaphtho[3,2,1-de]anthracen-7-ol